BrCC(=O)N1CC(C1)(C(=O)NC=1C(=NC(=CC1)C)OC(F)F)C1=C(C=CC=C1)C(C)C 1-(2-bromoacetyl)-N-(2-(difluoromethoxy)-6-methylpyridin-3-yl)-3-(2-isopropylphenyl)-azetidine-3-carboxamide